(R)-4-(2-(1H-indazol-4-yl)-7-(2-methyl-6-(methylsulfonyl)pyridin-3-yl)thieno[3,2-d]pyrimidin-4-yl)-3-methylmorpholine N1N=CC2=C(C=CC=C12)C=1N=C(C2=C(N1)C(=CS2)C=2C(=NC(=CC2)S(=O)(=O)C)C)N2[C@@H](COCC2)C